4-(4-methoxycarbonyl-phenyl)-4-vinyl-1,3-dioxolanone COC(=O)C1=CC=C(C=C1)C1(OC(OC1)=O)C=C